O1C2(OC3=C1C=CC=C3)OC3=C(O2)C=CC=C3 2,2'-spirobi[1,3-benzodioxole]